2-(2-(2-(prop-2-yn-1-yloxy)ethoxy)ethyl)-1H-pyrazole C(C#C)OCCOCCN1NC=CC1